Tert-butyl 4-(6-(5-((2,4-difluorophenyl)sulfonamido)-6-methoxypyridin-3-yl)-2-hydroxyquinazolin-4-yl)piperazine-1-carboxylate FC1=C(C=CC(=C1)F)S(=O)(=O)NC=1C=C(C=NC1OC)C=1C=C2C(=NC(=NC2=CC1)O)N1CCN(CC1)C(=O)OC(C)(C)C